5,7-dihydroxyflavone OC1=C2C(C=C(OC2=CC(=C1)O)C1=CC=CC=C1)=O